1-(4-(6-(3,5-dimethylisoxazol-4-yl)-4-morpholinoquinazolin-2-yl)-1H-pyrazole-1-Yl)-2-methylpropan-2-ol CC1=NOC(=C1C=1C=C2C(=NC(=NC2=CC1)C=1C=NN(C1)CC(C)(O)C)N1CCOCC1)C